3-((3S,4R)-4-acetyl-1-Benzylpyrrolidin-3-yl)-4-methylbenzoic acid ethyl ester C(C)OC(C1=CC(=C(C=C1)C)[C@H]1CN(C[C@@H]1C(C)=O)CC1=CC=CC=C1)=O